5-(2,4-difluorophenyl)-2,3-dimethyl-7-[2-(2-methyl-4-pyridyl)tetrahydropyran-4-yl]-1,6-naphthyridine FC1=C(C=CC(=C1)F)C1=C2C=C(C(=NC2=CC(=N1)C1CC(OCC1)C1=CC(=NC=C1)C)C)C